cis-N-(2-fluoro-5-(5-methoxypyridin-3-yl)-4-(trifluoromethyl)phenyl)-3-methyl-1-(5-methyl-1,3,4-oxadiazol-2-yl)-6-azabicyclo[3.1.1]heptane-6-carboxamide FC1=C(C=C(C(=C1)C(F)(F)F)C=1C=NC=C(C1)OC)NC(=O)N1C2CC(CC1(C2)C=2OC(=NN2)C)C